O=C1NC(CCC1N1C(C2=CC=C(C=C2C1)C1=NC=CC(=C1)CN1C(CC1)C(=O)O)=O)=O 1-((2-(2-(2,6-dioxopiperidin-3-yl)-1-oxoisoindolin-5-yl)pyridin-4-yl)methyl)azetidine-2-carboxylic acid